2-(2,6-Difluorophenyl)-4-(4-((pentyldisulfaneyl)methyl)phenyl)-4,5-dihydrooxazole FC1=C(C(=CC=C1)F)C=1OCC(N1)C1=CC=C(C=C1)CSSCCCCC